C[C@@H]1CC[C@@]2(CC[C@@]3(C(=CC[C@H]4[C@]3(CC[C@@H]5[C@@]4(C[C@H]([C@H](C5(C)C)O)O)C)C)[C@@H]2[C@]1(C)O)C)C(=O)O The molecule is a pentacyclic triterpenoid that is urs-12-en-28-oic acid substituted by hydroxy groups at positions 2, 3 and 19 respectively (the 2alpha,3alpha-stereoisomer). It has been isolated from the leaves of Rosa laevigata. It has a role as a plant metabolite. It is a pentacyclic triterpenoid, a hydroxy monocarboxylic acid and a triol. It derives from a hydride of an ursane.